C(C)(C)(C)OC(=O)N1C[C@@H]2C([C@@H]2C1)NC(=O)OCC1=CC=CC=C1 (1R,5S,6r)-6-(((benzyloxy)carbonyl)amino)-3-azabicyclo[3.1.0]hexane-3-carboxylic acid tert-butyl ester